(2-(CYANOMETHYL)-1-OXOISOINDOLIN-4-YL)BORONIC ACID C(#N)CN1C(C2=CC=CC(=C2C1)B(O)O)=O